C1(=CC=CC=C1)C1N(CCNC1)C(=O)NN phenylpiperazine-1-carbohydrazide